CCCCCCCCCCCCCCCCCCCC(=O)O[C@H](COC(=O)CCCCCCC/C=C\CCCCCCCCC)COP(=O)(O)OC[C@@H](C(=O)O)N 1-(9Z-nonadecenoyl)-2-eicosanoyl-glycero-3-phosphoserine